Cl.CC1=C(OC=2CCC3=CN(N=C3C21)CC=2C=NC(=CC2)C)C(=O)O 8-methyl-2-[(6-methylpyridin-3-yl)methyl]-4,5-dihydro-2H-furo[2,3-g]indazole-7-carboxylic acid hydrogen chloride